Cl.Cl.C(C)[C@H]1OC=2C=NC=3C=CC=CC3C2CNC1 (R)-4-ethyl-1,2,3,4-tetrahydro-[1,4]oxazepino[7,6-C]quinoline dihydrochloride